C(CCC)[Sn](CC=C)(CCCC)CCCC tri-n-butyl-allyltin